C(#C)SC#C Acetylenyl sulfide